ethyl 5-(2-amino-5-(methoxycarbonyl) phenyl)-3-methyl-1-(tetrahydro-2H-pyran-2-yl)-1H-pyrazole-4-carboxylate NC1=C(C=C(C=C1)C(=O)OC)C1=C(C(=NN1C1OCCCC1)C)C(=O)OCC